N1-(3-methylisoxazol-5-yl)-5-(trifluoromethyl)benzene-1,2-diamine CC1=NOC(=C1)NC=1C(=CC=C(C1)C(F)(F)F)N